BrCCCC1C2=CC=CC=C2C=2C=CC=CC12 9-(3-bromopropyl)-9H-fluorene